2-(4-chloro-3-fluorophenoxy)-N-(3-(2-((trans)-3-cyanocyclobutyl)-2H-1,2,3-triazol-4-yl)bicyclo[1.1.1]pent-1-yl)acetamide sodium bis(2,4-di-tert-butylphenyl)phosphate C(C)(C)(C)C1=C(C=CC(=C1)C(C)(C)C)OP(=O)(OC1=C(C=C(C=C1)C(C)(C)C)C(C)(C)C)[O-].[Na+].ClC1=C(C=C(OCC(=O)NC23CC(C2)(C3)C3=NN(N=C3)[C@@H]3C[C@H](C3)C#N)C=C1)F